CC1OC2=C(NC1=O)C=CC=C2 methyl-3-oxo-2H,4H-benz[1,4]oxazin